2-[5-(aminomethyl)-2-(trifluoromethyl)phenyl]-6-(trifluoromethyl)pyrimidin-4(3H)-one NCC=1C=CC(=C(C1)C1=NC(=CC(N1)=O)C(F)(F)F)C(F)(F)F